1-(4-fluorophenyl)cyclopropanecarboxylic acid FC1=CC=C(C=C1)C1(CC1)C(=O)O